ClC=1C=C2C(OCC3=CC=C(C=C3C3=CC=C(C(NS(C(C1OC)=C2)(=O)=O)=C3)OC)F)=O 13-Chloro-4-fluoro-14,19-dimethoxy-16,16-dioxo-9-oxa-16λ6-thia-17-azatetracyclo[16.3.1.111,15.02,7]tricosa-1(21),2,4,6,11,13,15(23),18(22),19-nonaen-10-one